5,7-dichloro-6-(2-chloroethoxy)-3,4-dihydronaphthalen-1(2H)-one ClC1=C2CCCC(C2=CC(=C1OCCCl)Cl)=O